FC1(CCNCC1)C1=CN2C(=NC(=CC2=O)C=2C=C(C=3N(N2)C=C(N3)C)OC)S1 2-(4-fluoro-4-piperidyl)-7-(8-methoxy-2-methyl-imidazo[1,2-b]pyridazin-6-yl)thiazolo[3,2-a]pyrimidin-5-one